1-(3-(1',2'-dihydrospiro[cyclopropane-1,3'-pyrrolo[2,3-b]pyridin]-5'-yl)-2-fluorobenzoyl)pyrrolidine-2-carbonitrile N1CC2(C=3C1=NC=C(C3)C=3C(=C(C(=O)N1C(CCC1)C#N)C=CC3)F)CC2